2-(2-bromo-4-(2-((7-methoxy-[1,2,4]triazolo[1,5-a]pyridin-2-yl)amino)-2-oxoethyl)phenoxy)pyridine-3-carboxamide BrC1=C(OC2=NC=CC=C2C(=O)N)C=CC(=C1)CC(=O)NC1=NN2C(C=C(C=C2)OC)=N1